C(N)(=O)C=1C=C(C(=C(OCCCNC(OC(C)(C)C)=O)C1)Cl)[N+](=O)[O-] tert-Butyl (3-(5-carbamoyl-2-chloro-3-nitrophenoxy)propyl)carbamate